C(C)OC(=O)C=1C(C=C2N(C(CC3=CC(=C(C=C23)OC)C=2C=NN(C2)CCOC)C(C)C)C1)=O 6-isopropyl-10-methoxy-9-[1-(2-methoxyethyl)-1H-pyrazol-4-yl]-2-oxo-6,7-dihydro-2H-pyrido[2,1-a]isoquinoline-3-carboxylic acid ethyl ester